3-[1-methyl-5-({5-[4-(oxetan-3-yl)piperazin-1-yl]pyridine-2-yl}amino)-6-oxo-1,6-dihydropyridin-3-yl]-5-{6-oxo-8-thia-5-azatricyclo-[7.4.0.02,7]trideca-1(9),2(7)-dien-5-yl}pyridine CN1C=C(C=C(C1=O)NC1=NC=C(C=C1)N1CCN(CC1)C1COC1)C=1C=NC=C(C1)N1CCC=2C=3CCCCC3SC2C1=O